N-(2,3-difluorophenyl)-5-(2-fluorophenyl)-1H-pyrrole-3-sulfonamide FC1=C(C=CC=C1F)NS(=O)(=O)C1=CNC(=C1)C1=C(C=CC=C1)F